ClC1=CNC2=NC=C(C=C21)C=2C=C1CCOCC1=C(C2)CN(C)C 1-(6-(3-chloro-1H-pyrrolo[2,3-b]pyridin-5-yl)isochroman-8-yl)-N,N-dimethylmethanamine